7-(1-(5-(1-fluoro-3-(methylsulfonyl)propyl)pyridin-2-yl)-1H-pyrazol-4-yl)-3H-imidazo[4,5-b]pyridine FC(CCS(=O)(=O)C)C=1C=CC(=NC1)N1N=CC(=C1)C1=C2C(=NC=C1)NC=N2